3-[4-[(4-bromoimidazol-1-yl)methyl]phenyl]-5-(trifluoromethyl)-1,2,4-oxadiazole BrC=1N=CN(C1)CC1=CC=C(C=C1)C1=NOC(=N1)C(F)(F)F